FC(CCC(=O)NN)F 4,4-difluorobutanehydrazide